ClC1=C2C=CC=NC2=C(C(=C1)C(C1=CC(=CC=C1)OCCCCCCNC(COC1=C2C(N(C(C2=CC=C1)=O)C1C(NC(CC1)=O)=O)=O)=O)C(C(=O)N)CC)O ((5-chloro-8-hydroxyquinolin-7-yl)(3-((6-(2-((2-(2,6-dioxopiperidin-3-yl)-1,3-dioxoisoindolin-4-yl)oxy)acetamido)hexyl)oxy)phenyl)methyl)butyramide